8-((2-chlorothiazol-5-yl)methyl)-3-(2,2,2-trifluoroethyl)pyrido[2,3-d]pyrimidine-2,4(3H,8H)-dione ClC=1SC(=CN1)CN1C=CC=C2C1=NC(N(C2=O)CC(F)(F)F)=O